C(C)C1=C(C=CC=C1)C1=CSC2=C1N=C(N=C2)NC2=CC=C(C=C2)OCCN2CCCC2 7-(2-ethylphenyl)-N-(4-(2-(pyrrolidin-1-yl)ethoxy)phenyl)thieno[3,2-d]pyrimidin-2-amine